(13R)-5-methoxy-13-methyl-19-(oxan-2-yl)-8,14-dioxa-4,10,19,20-tetraazatetracyclo[13.5.2.12,6.018,21]tricosa-1(20),2,4,6(23),15,17,21-heptaen-9-one COC1=NC=C2C3=NN(C4=CC=C(O[C@@H](CCNC(OCC1=C2)=O)C)C=C34)C3OCCCC3